3,5-bis(toluoyl)-2-deoxyribosyl chloride CC1=CC=C(C=C1)C(=O)OC[C@@H]2[C@H](C[C@H](O2)Cl)OC(=O)C3=CC=C(C=C3)C